BrC=1C=C2C(N(C(=NC2=CC1)[C@H](CCC)N1CCNC[C@H](C1)CC)CC)=O 6-bromo-3-ethyl-2-((S)-1-((R)-6-ethyl-1,4-diazepan-1-yl)butyl)quinazolin-4(3H)-one